FC1=CC(=CC2=CN(N=C12)C)NC(=O)C=1C(=NC(=NC1)S(=O)C)OCCC N-(7-fluoro-2-methyl-2H-indazol-5-yl)-2-(methylsulfinyl)-4-propoxypyrimidine-5-carboxamide